C(C)OC(=O)N1CC2CCC(C1)C2 3-azabicyclo[3.2.1]Octane-3-carboxylic acid ethyl ester